ClC1=C(C=C(C=N1)C=1C=NN(C1)C1=C(C(=NN1C)OS(=O)(=O)C(C(F)(F)F)(C(F)(F)F)F)C(F)(F)F)C(N(C)C1CC1)=O [5-[4-[6-chloro-5-[cyclopropyl(methyl)carbamoyl]-3-pyridyl]pyrazol-1-yl]-1-methyl-4-(trifluoromethyl)pyrazol-3-yl]1,1,1,2,3,3,3-heptafluoropropane-2-sulfonate